tert-Butyl (2-(6-((3,4-dichlorophenyl)amino)-9H-pyrido[2,3-b]indol-9-yl)ethyl)carbamate ClC=1C=C(C=CC1Cl)NC=1C=C2C3=C(N(C2=CC1)CCNC(OC(C)(C)C)=O)N=CC=C3